C1(=CC=CC=C1)C(C)NC=1C=CC=C2C=3C=C(C=CC3NC12)N1C(C2=CC=CC=C2CC1)=O (8-((1-phenylethyl)amino)-9H-carbazol-3-yl)-3,4-dihydroisoquinolin-1(2H)-one